C1=CC=CC=2C3=CC=CC=C3C(C12)COC(=O)NCCOCCC(=O)N(CCOCCOCCOCCC(=O)OC(C)(C)C)CCOCCOCCOCCC(=O)OC(C)(C)C di-tert-butyl 13-(3-(2-((((9H-fluoren-9-yl)methoxy)carbonyl)amino)ethoxy)propanoyl)-4,7,10,16,19,22-hexaoxa-13-azapentacosanedioate